(6S)-3,8,10-trifluoro-N-hydroxy-6H,11H-chromeno[4,3-b]indole-6-carboxamide FC1=CC=C2C(=C1)O[C@@H](C1=C2NC2=C(C=C(C=C12)F)F)C(=O)NO